tert-butyl (S)-4-(5-(3-cyano-6-((2,2-dimethyl-1,3-dioxolan-4-yl)methoxy)pyrazolo[1,5-a]pyridin-4-yl)pyridin-2-yl)piperazine-1-carboxylate C(#N)C=1C=NN2C1C(=CC(=C2)OC[C@@H]2OC(OC2)(C)C)C=2C=CC(=NC2)N2CCN(CC2)C(=O)OC(C)(C)C